7-fluoro-1-(tetrahydro-2H-pyran-2-yl)-1H-indazol-4-amine FC1=CC=C(C=2C=NN(C12)C1OCCCC1)N